N-[(3S,4S)-4-fluoropyrrolidin-3-yl]-6-(6-isopropoxyimidazo[1,2-a]pyrazin-3-yl)pyridin-2-amine F[C@@H]1[C@H](CNC1)NC1=NC(=CC=C1)C1=CN=C2N1C=C(N=C2)OC(C)C